1,2,3,4-tetrahydro-1-naphthalenesuccinic anhydride C1(CCCC2=CC=CC=C12)C1CC(=O)OC1=O